1-ethyl-1-pentylpyrrolidinium bis(pentafluoroethanesulfonyl)imide salt [N-](S(=O)(=O)C(F)(F)C(F)(F)F)S(=O)(=O)C(F)(F)C(F)(F)F.C(C)[N+]1(CCCC1)CCCCC